OC(C(=O)[O-])CC(=O)O 2,4-dihydroxy-4-oxo-butyrate